FC1(CCN(CC1)C(=O)C=1C=C2C=CC=C(C2=CC1)C=1C=C2CNC(C2=CC1)=O)F 5-(6-(4,4-difluoropiperidine-1-carbonyl)naphthalen-1-yl)isoindolin-1-one